Methyl (S)-3-(1,4-dimethyl-1H-benzo[d][1,2,3]triazol-5-yl)-3-(3-(((R)-7-hydroxy-2-methyl-2,3-dihydropyrido[2,3-f][1,4]oxazepin-4(5H)-yl)methyl)-4-methylphenyl)-2,2-dimethylpropanoate CN1N=NC2=C1C=CC(=C2C)[C@@H](C(C(=O)OC)(C)C)C2=CC(=C(C=C2)C)CN2C[C@H](OC1=C(C2)N=C(C=C1)O)C